[O-]C(=O)CCCCCCCCC.[Ca+2].[O-]C(=O)CCCCCCCCC Calcium caprat